BrC1=CN=C(C=2N1C=CN2)NC2=CC(=NO2)C2CCN(CC2)C(=O)OC(C)(C)C tert-butyl 4-[5-[(5-bromoimidazo[1,2-a]pyrazin-8-yl)amino]isoxazol-3-yl]piperidine-1-carboxylate